N-((4R,5R)-3-((R)-1-cyanamidoethyl)-7-ethyl-4-(4-fluorophenyl)-6-oxo-1-phenyl-4,5,6,7-tetrahydro-1H-pyrazolo[3,4-b]pyridin-5-yl)-3-(trifluoromethyl)benzamide N(C#N)[C@H](C)C1=NN(C=2N(C([C@@H]([C@@H](C21)C2=CC=C(C=C2)F)NC(C2=CC(=CC=C2)C(F)(F)F)=O)=O)CC)C2=CC=CC=C2